NCC=1C=C(C=CC1)C1=CC(=CC=C1)S(=O)(=O)N1CCC2(CC(CO2)NC[C@@H](COC=2C=C(C=CC2)S(=O)(=O)NC)O)CC1 3-((2S)-3-(8-(3'-(aminomethyl)biphenyl-3-ylsulfonyl)-1-oxa-8-azaspiro[4.5]dec-3-ylamino)-2-hydroxypropoxy)-N-methylbenzenesulfonamide